3-(((4-((4-(4-(2-(dimethylamino)ethyl)piperazin-1-yl)-5-methoxy-6-((5-methyl-1H-pyrazol-3-yl)amino)pyrimidin-2-yl)thio)phenyl)sulfonyl)methyl)-N,N-dimethylbenzamide CN(CCN1CCN(CC1)C1=NC(=NC(=C1OC)NC1=NNC(=C1)C)SC1=CC=C(C=C1)S(=O)(=O)CC=1C=C(C(=O)N(C)C)C=CC1)C